6-chloro-4-((4-fluoro-2-methylphenyl)-amino)nicotinic acid ClC1=NC=C(C(=O)O)C(=C1)NC1=C(C=C(C=C1)F)C